C(C)(C)(C)\C(=C/C(=O)C1(CN(C1)C(=O)[O-])C)\N(C)C 3-[(E)-tert-butyl 3-(dimethylamino)propane-2-enoyl]-3-methyl-azetidine-1-carboxylate